(S)-methyl 2-(3-(3-(5-((dicyclopropylmethyl) carbamoyl) oxazol-2-yl) phenyl)-1H-1,2,4-triazole-5-carboxamido)-3-methylbutyrate C1(CC1)C(C1CC1)NC(=O)C1=CN=C(O1)C=1C=C(C=CC1)C1=NNC(=N1)C(=O)N[C@H](C(=O)OC)C(C)C